C(CCCCCCCCCCCCCCCCC)[NH3+] octadecyl-ammonium